CNC(NS(=O)(=O)C1=CC=C(C=C1)CO)=O [p-(3-Methylureidosulfonyl)phenyl]methanol